BrC1=CC=CC(=N1)CC(C)O (6-bromopyridin-2-yl)propan-2-ol